ClC1=CC=C(C=C1)C1=NN(CCC1C1=CC=CC=C1)\C(\NC(C(=O)N)=C)=N/S(=O)(=O)C1=CC=C(C=C1)C(F)(F)F (Z)-2-(3-(4-chlorophenyl)-4-phenyl-N'-((4-(trifluoromethyl)phenyl)sulfonyl)-1,4,5,6-tetrahydropyridazine-1-carboximidamido)propenamide